1,1,1-trifluoro-N-phenyl-N-((trifluoromethyl)-sulfonyl)methanesulfonamide FC(S(=O)(=O)N(S(=O)(=O)C(F)(F)F)C1=CC=CC=C1)(F)F